BrC1=CC=C2C(=N1)N(C(=N2)C=2C(=NC=CC2)N)C2=CC=C(C=C2)CO[Si](C)(C)C(C)(C)C 3-(5-Bromo-3-(4-(((tert-butyldimethylsilyl)oxy)methyl)phenyl)-3H-imidazo[4,5-b]pyridin-2-yl)pyridin-2-amine